FC1(OC2=C(O1)C=CC(=C2)/C=C/C(=O)N2CCN(CC2)C(C2=CC(=NC=C2)C2(CC2)O)=O)F (E)-3-(2,2-difluorobenzo[d][1,3]dioxol-5-yl)-1-(4-(2-(1-hydroxycyclopropyl)isonicotinoyl)piperazin-1-yl)prop-2-en-1-one